FC1=NC=CC=C1[C@@H](C)OC(=O)NC1=C(N=NN1C)C1=NC=C(C(=O)OC)C=C1 Methyl (R)-6-(5-(((1-(2-fluoropyridin-3-yl)ethoxy)carbonyl)amino)-1-methyl-1H-1,2,3-triazol-4-yl)nicotinate